NC(CCN(C([C@@H](F)Cl)=O)NC(=O)[C@@H](CC(C)C)NC(=O)C=1NC2=CC=CC=C2C1)=O N-[(1R)-1-[[(3-amino-3-oxo-propyl)-[(2S)-2-chloro-2-fluoro-acetyl]amino]carbamoyl]-3-methyl-butyl]-1H-indole-2-carboxamide